BrC1CN(CCC1=O)C(=O)OC(C)(C)C tert-butyl 3-bromo-4-oxopiperidine-1-carboxylate